CN1C(=NC=C1)C1=CC=CC=C1 1-methyl-2-phenyl-imidazole